hexafluorophenol FOC1=C(C(=C(C(=C1F)F)F)F)F